FC=1C=2N(C=C(C1)C=1C=CC=3N(N1)C=C(N3)C)C=C(N2)C2CCN(CC2)C 6-[8-fluoro-2-(1-methyl-4-piperidyl)imidazo[1,2-a]pyridin-6-yl]-2-methyl-imidazo[1,2-b]pyridazine